C(C1=CC=CC=C1)OC(=O)N([C@@H](CS)C(=O)N[C@@H](CC1=CC=C(C=C1)O)C(=O)N[C@@H]([C@@H](C)CC)C(=O)O)CC1=CC=CC=C1 benzyloxycarbonyl-benzyl-cysteinyl-tyrosyl-isoleucine